C(C)(=O)O[C@@H]1CC2=CC[C@H]3[C@@H]4CC=C([C@@]4(C)CC[C@@H]3[C@]2(CC1)C)C=1C=NC=CC1 (3β)-17-(pyridin-3-yl)androsta-5,16-dien-3-ol acetate